4-mercapto-s-triazine SC1=NC=NC=N1